CNC(O)=O.N1=C(C=CC=C1)SSCCNC(C=C)=O N-(2-(pyridin-2-yldisulfanyl)ethyl)acrylamide methyl-carbamate